NC=1C(=NC=CC1)NC1=CC(=C(C(=O)OC)C(=C1)F)F methyl 4-((3-aminopyridin-2-yl)amino)-2,6-difluorobenzoate